ClC1=CC=C(OC2=C(C(=C(OCSC3=NOC(C3)(C)C)C(=C2F)F)F)F)C=C1 3-(((4-(4-chlorophenoxy)-2,3,5,6-tetrafluorophenoxy)methyl)thio)-5,5-dimethyl-4,5-dihydroisoxazole